(E)-3-(4-chlorophenyl)-N-(pyridin-2-ylmethyl)acrylamide ClC1=CC=C(C=C1)/C=C/C(=O)NCC1=NC=CC=C1